4-({5-chloro-7-[1-cyclopentylethyl]imidazo[4,3-f][1,2,4]triazin-2-yl}amino)oxan-3-ol ClC=1N=C(N2N=C(N=CC21)NC2C(COCC2)O)C(C)C2CCCC2